2-bromo-3-trifluoromethyl-5-nitro-pyridine BrC1=NC=C(C=C1C(F)(F)F)[N+](=O)[O-]